ClC1=CC=C2C(=N1)C(=CN2C)C(=O)O 5-chloro-1-methyl-pyrrolo[3,2-b]pyridine-3-carboxylic acid